aminoacetic acid isopropylester C(C)(C)OC(CN)=O